O[C@@H](CNC(CCN1CC2=CC(=CC(=C2CC1)C)C=1N=C2C(=NC1)NC=C2C2=CC(=C(C(=O)N(C)C)C=C2)C)=O)C (R)-4-(2-(2-(3-(2-hydroxypropyl-amino)-3-oxopropyl)-5-methyl-1,2,3,4-tetrahydroisoquinolin-7-yl)-5H-pyrrolo[2,3-b]pyrazin-7-yl)-N,N,2-trimethylbenzamide